4-(1,2-Diazidoethyl)benzaldehyde N(=[N+]=[N-])C(CN=[N+]=[N-])C1=CC=C(C=O)C=C1